6-bromo-4-phenylquinolin-2(1H)-one BrC=1C=C2C(=CC(NC2=CC1)=O)C1=CC=CC=C1